FC1=C(C(=CC=C1)F)C(C)(C)C1=NOC(=C1)C1=NC(=CC(=N1)O[C@@H]1C[C@H](NCC1)CC#N)O[C@@H](C)[C@H]1N(C[C@H](C1)F)C 2-[(2R,4S)-4-[(2-{3-[2-(2,6-difluorophenyl)propan-2-yl]-1,2-oxazol-5-yl}-6-[(1S)-1-[(2S,4S)-4-fluoro-1-methylpyrrolidin-2-yl]ethoxy]pyrimidin-4-yl)oxy]piperidin-2-yl]acetonitrile